COC[C@@H]1CCC2=CC=3CCCC3C(=C12)NC(=O)N=[S@@](=O)(N)C=1C=NN2C1OCCC2 (S)-N'-(((R)-3-(methoxymethyl)-1,2,3,5,6,7-hexahydro-s-indacen-4-yl)carbamoyl)-6,7-dihydro-5H-pyrazolo[5,1-b][1,3]oxazine-3-sulfonimidamide